(4-formyl-3-hydroxyphenyl)boric acid C(=O)C1=C(C=C(C=C1)OB(O)O)O